fluoro-N-((1-methyl-3-oxo-2,3,5,6,7,8-hexahydroisoquinolin-4-yl)methyl)-[1,1'-biphenyl]-4-carboxamide FC1=C(C=CC(=C1)C(=O)NCC=1C(NC(=C2CCCCC12)C)=O)C1=CC=CC=C1